ethyl 2-(5-((R)-3-((tert-butoxycarbonyl)((1-methylcyclopropyl)methyl)amino)piperidin-1-yl)pyridin-2-yl)propanoate C(C)(C)(C)OC(=O)N([C@H]1CN(CCC1)C=1C=CC(=NC1)C(C(=O)OCC)C)CC1(CC1)C